NC=1C(=C2N(N=C(C(=C2)C(C)C)C)C1C1=C(C(=CC=C1C)OC)C)C#N 6-amino-3-isopropyl-7-(3-methoxy-2,6-dimethylphenyl)-2-methylpyrrolo[1,2-b]pyridazine-5-carbonitrile